C1(CC1)N1N=CC(=C1)C=O 1-cyclopropyl-1H-pyrazole-4-carbaldehyde